1-(4-(1-(2-fluoroethyl)-1H-indol-3-yl)pyrimidin-2-yl)-6-methoxybenzene-1,3-diamine FCCN1C=C(C2=CC=CC=C12)C1=NC(=NC=C1)C1(CC(=CC=C1OC)N)N